2-(methoxymethoxy)-4-(trifluoromethyl)benzoyl chloride COCOC1=C(C(=O)Cl)C=CC(=C1)C(F)(F)F